Dimethyl 2,3-thiophenedicarboxylate S1C(=C(C=C1)C(=O)OC)C(=O)OC